N4-(4-(6-(2,6-difluorophenyl)-3,3-dimethyl-2,3-dihydro-1H-pyrrolo[3,2-b]pyridin-1-yl)pyrimidin-2-yl)-N1-(2-(dimethylamino)ethyl)-5-methoxy-N1-methylbenzene-1,2,4-triamine FC1=C(C(=CC=C1)F)C=1C=C2C(=NC1)C(CN2C2=NC(=NC=C2)NC=2C=C(C(=CC2OC)N(C)CCN(C)C)N)(C)C